C(#N)[C@H]1N(CSC1)C(CNC(=O)C1=CC=NC2=CC=C(C=C12)N1CC(CCC1)(F)F)=O (R)-N-(2-(4-Cyanothiazolidin-3-yl)-2-oxoethyl)-6-(3,3-difluoropiperidin-1-yl)quinoline-4-carboxamide